ClC=1C=C(C=CC1F)[C@H](NC(=O)[C@H]1NC(NC1)=O)C1CC(N(C(C1)C)CC(F)(F)F)C |o1:8| (S)-N-((R or S)-(3-chloro-4-fluoro-phenyl)(cis-2,6-dimethyl-1-(2,2,2-trifluoroethyl)piperidin-4-yl)methyl)-2-oxoimidazolidine-4-carboxamide